22-[2-(propan-2-yloxy)ethyl]-6,15-dioxa-17-thia-4,19,22-triazatricyclo[16.3.1.0^{4,21}]docosa-1(21),2,18-triene-7,14,20-trione CC(C)OCCN1C=2C=CN3COC(CCCCCCC(OCSC1=NC(C32)=O)=O)=O